N1C=CC2=CC=C(C=C12)NC1=NC(=CC(=C1)C(F)(F)F)NC1=CC=C2C=CNC2=C1 N2,N6-bis(1H-indol-6-yl)-4-(trifluoromethyl)pyridine-2,6-diamine